p-Hydroxy-γ-chlorobutyrophenone OC1=CC=C(C=C1)C(CCCCl)=O